C(C)C(C(=O)OOOC(CCC)(C)C)CCCC dimethylbutylperoxy 2-ethylhexanoate